ethyl-1-tert-butoxycarbonylamino-6,8-dinitropyrrolo[4,3,2-de]quinoline C(C)C1N(C=2C3=C1C=CN=C3C(=CC2[N+](=O)[O-])[N+](=O)[O-])NC(=O)OC(C)(C)C